ClC1=C(C=C(OCC(=O)NC23CC(C2)(C3)NC(COC3=CC=C(C=C3)OC(F)(F)F)=O)C=C1)F 2-(4-chloro-3-fluorophenoxy)-N-(3-{2-[4-(trifluoromethoxy)phenoxy]acetylamino}bicyclo[1.1.1]pentan-1-yl)acetamide